tripropyl-phosphonium bromide [Br-].C(CC)[PH+](CCC)CCC